3,8-bis(benzyloxy)-2-cyclopropyl-9-methylspiro[benzo[c]chromene-6,1'-cyclobutane] C(C1=CC=CC=C1)OC1=C(C=C2C3=C(C=C(C(=C3)C)OCC3=CC=CC=C3)C3(CCC3)OC2=C1)C1CC1